C(C)[Si](OC)(OC)C(C#N)C ethyl-dimethoxysilyl-propionitrile